CC1=C(CNC=2C=3N(C=C(C2)NS(=O)(=O)C2CCC2)C(=C(N3)C)C)C(=CC=C1)C N-(8-((2,6-dimethylbenzyl)amino)-2,3-dimethylimidazo[1,2-a]pyridin-6-yl)cyclobutanesulfonamide